(S)-5-cyclopropyl-5-(3-(5-fluoroisoindolin-2-yl)-3-oxopropyl)imidazolidine C1(CC1)[C@]1(CNCN1)CCC(=O)N1CC2=CC=C(C=C2C1)F